4-((3-(((benzylimino)methylene)amino)propyl)(methyl)amino)-6-fluoro-7-(2-fluorophenyl)-1-(2-isopropyl-4-methylpyridin-3-yl)pyrido[2,3-d]pyrimidin-2(1H)-one C(C1=CC=CC=C1)N=C=NCCCN(C=1C2=C(N(C(N1)=O)C=1C(=NC=CC1C)C(C)C)N=C(C(=C2)F)C2=C(C=CC=C2)F)C